methyl 2-(4-formyl-3-methoxy-phenyl)acetate C(=O)C1=C(C=C(C=C1)CC(=O)OC)OC